COC=1C=C2C=C(NC2=C(C1OC)OC)C(=O)N 5,6,7-trimethoxy-1H-indole-2-carboxamide